N-(Adamantan-1-yl)-6-(1-(3-chloropyridin-2-yl)-3-methoxy-1H-pyrazol-5-carboxamido)-5-methylpyrazolo[1,5-a]pyridin-7-carboxamid C12(CC3CC(CC(C1)C3)C2)NC(=O)C2=C(C(=CC=3N2N=CC3)C)NC(=O)C3=CC(=NN3C3=NC=CC=C3Cl)OC